(1,1,2,2-tetrafluoroethyl) (3,3,3-trifluoro-n-propyl) ether FC(CCOC(C(F)F)(F)F)(F)F